BrCC1=CC(=C2C=C(C(NC2=C1)=O)C)OC(F)F 7-(bromomethyl)-5-(difluoromethoxy)-3-methylquinolin-2(1H)-one